C1(CC1)C1=CC(=C(C=C1)C1=NN=C(C(N1C)=O)N[C@H]1CN(C[C@@H](C1)F)CC)O 3-(4-cyclopropyl-2-hydroxyphenyl)-6-(((3R,5R)-1-ethyl-5-fluoropiperidin-3-yl)amino)-4-methyl-1,2,4-triazine-5(4H)-one